1-(2-((7-chloroquinolin-4-yl)amino)ethyl)-N4-hydroxyterephthalamide ClC1=CC=C2C(=CC=NC2=C1)NCCC1(C(=O)N)CC=C(C(=O)NO)C=C1